NC(CN1C(CCC1=O)C(=O)NC1=C(C=CC(=C1)OC1=CC=C(C=C1)C(F)(F)F)OC)=O 1-(2-amino-2-oxoethyl)-N-(2-methoxy-5-(4-(trifluoromethyl)phenoxy)phenyl)-5-oxopyrrolidine-2-carboxamide